ClC=1C(=NC=C(C1)C(F)(F)F)C(=O)NC(NC1=C(C=C(C=C1F)F)NC1CC1)=S 3-chloro-N-((2-(cyclopropylamino)-4,6-difluorophenyl)thiocarbamoyl)-5-(trifluoromethyl)picolinamide